C1C(CC12CCC2)NC(=O)NC2(CC2)C2=CC(=CC=C2)O[C@H](C(F)(F)F)C 1-spiro[3.3]hept-2-yl-3-{1-[3-((S)-2,2,2-trifluoro-1-methyl-ethoxy)-phenyl]-cyclopropyl}-urea